BrC=1C=C2C(=NC1C1=C(C=CC=C1)F)N=C(S2)S 6-bromo-5-(2-fluorophenyl)[1,3]thiazolo[4,5-b]pyridine-2-thiol